S-(2-(((hexadecyloxy)carbonyl)amino)ethyl)-N-(tetradecylcarbamoyl)-L-cysteinyl-D-seryl-L-lysyl-L-lysyl-L-lysyl-L-lysine C(CCCCCCCCCCCCCCC)OC(=O)NCCSC[C@H](NC(NCCCCCCCCCCCCCC)=O)C(=O)N[C@H](CO)C(=O)N[C@@H](CCCCN)C(=O)N[C@@H](CCCCN)C(=O)N[C@@H](CCCCN)C(=O)N[C@@H](CCCCN)C(=O)O